OC1=C(C(OC=C1)=O)C(C1=CC=C(C=C1)C(F)(F)F)C1=CC=CC=C1 4-hydroxy-3-(phenyl-(4-(trifluoromethyl)phenyl)methyl)-2H-pyran-2-one